2-(4-(4-(6-azido-1,1,1-trifluorohexan-2-yl)piperazin-1-yl)-2-methoxybenzyl)-N7-butyl-2H-pyrazolo[4,3-d]pyrimidine-5,7-diamine N(=[N+]=[N-])CCCCC(C(F)(F)F)N1CCN(CC1)C1=CC(=C(CN2N=C3C(N=C(N=C3NCCCC)N)=C2)C=C1)OC